B(O)(O)C=1C=C(C(=O)NCC2=CC=C(CN(CC(=O)O)C(C3=CC(=CC(=C3)Br)B(O)O)=O)C=C2)C=C(C1)Br N-(4-((3-borono-5-bromobenzamido)methyl)benzyl)-N-(3-borono-5-bromobenzoyl)glycine